4-[bis(2-chloroethyl)amino]benzeneoctanoic acid ClCCN(C1=CC=C(C=C1)CCCCCCCC(=O)O)CCCl